FC1(CC1)CNC=1N=CC2=C(N1)NC=C2C=2C=C1C(CNC(C1=CC2)=O)(C)C 6-(2-(((1-fluorocyclopropyl)methyl)amino)-7H-pyrrolo[2,3-d]pyrimidin-5-yl)-4,4-dimethyl-3,4-dihydroisoquinolin-1(2H)-one